aluminum chlorotartrate ClC(C(=O)[O-])(O)C(O)C(=O)[O-].[Al+3].ClC(C(=O)[O-])(O)C(O)C(=O)[O-].ClC(C(=O)[O-])(O)C(O)C(=O)[O-].[Al+3]